CN1N=C(C(=C1)C1=CC=NC=C1)C1=CC=C(OCC2=NC3=CC=CC=C3N=C2)C=C1 2-[4-(1-methyl-4-pyridin-4-yl-1H-pyrazol-3-yl)-phenoxymethyl]-quinoxaline